FC(C=1C=C(C=CC1)C1=C(N=C2N1N=CC=C2)C#N)(F)F 3-(3-(trifluoromethyl)phenyl)imidazo[1,2-b]pyridazine-2-carbonitrile